CN1C(=NN=C1S)CC1(COCC1)C=1C=C(C=CC1)NC(OCC1=CC=CC=C1)=O benzyl N-(3-[3-[(4-methyl-5-sulfanyl-4H-1,2,4-triazol-3-yl)methyl]oxolan-3-yl]phenyl)carbamate